5-(Benzo[d]thiazol-5-yl)-N-methyl-1-(6-methylpyridin-2-yl)-1H-pyrazol-3-amine S1C=NC2=C1C=CC(=C2)C2=CC(=NN2C2=NC(=CC=C2)C)NC